C(N)(=O)C1=CC(=C(C=C1)NC/C(=C(/CNC(OC(C)(C)C)=O)\C)/C)[N+](=O)[O-] tert-butyl (E)-(4-((4-carbamoyl-2-nitrophenyl)amino)-2,3-dimethylbut-2-en-1-yl)carbamate